bis(2,6-di-t-butyl-4-methylphenyl)pentaerythritol bisphosphate P(=O)(O)(O)O.P(=O)(O)(O)O.C(C)(C)(C)C1=C(C(=CC(=C1)C)C(C)(C)C)C(O)(C(CO)(CO)CO)C1=C(C=C(C=C1C(C)(C)C)C)C(C)(C)C